(E)-1-(2,4-dimethoxy-5-methylphenyl)-3-(4-fluorophenyl)prop-2-en-1-one COC1=C(C=C(C(=C1)OC)C)C(\C=C\C1=CC=C(C=C1)F)=O